C(C1=CC=CC=C1)O[C@@H]1[C@@H](SC(C2=CC=CC=C2)(C2=CC=CC=C2)C2=CC=CC=C2)O[C@@H]([C@H]([C@@H]1OCC1=CC=CC=C1)OCC1=CC=CC=C1)COCC1=CC=CC=C1 Triphenylmethyl 2,3,4,6-tetra-O-benzyl-1-thio-α-D-mannopyranoside